C1(CC1)NC=1C=2N(N=CC1C(=O)NC[C@H](C(C)(C)O)F)C=C(C2)C2=CC=CC=C2 (R)-4-(cyclopropylamino)-N-(2-fluoro-3-hydroxy-3-methylbutyl)-6-phenylpyrrolo[1,2-b]pyridazine-3-carboxamide